[1,2]Thiazolo[4,3-b]Pyridine-3-carboxylic acid N=1SC(=C2N=CC=CC21)C(=O)O